P(=O)(O)(O)O.BrC1=CC(=C(C(=C1Cl)C)C(=O)N)C=1NC2=CC=CC=C2C1 5-bromo-6-chloro-3-indolyl-toluamide phosphate salt